C(C)N1CCC(CC1)NC=1C=2C=C(N(C2C=CC1)CC(F)(F)F)C#CCNC1=C(C=C(C=C1)S(=O)(=O)C)OC N-(1-ethylpiperidin-4-yl)-2-{3-[(4-methanesulfonyl-2-methoxyphenyl)amino]prop-1-yn-1-yl}-1-(2,2,2-trifluoroethyl)-1H-indol-4-amine